N-(3-(N-(tert-butyl)sulfamoyl)phenyl)-6-(((3S,4R)-4-hydroxytetrahydrofuran-3-yl)amino)-2-(6-azaspiro[2.5]octan-6-yl)nicotinamide C(C)(C)(C)NS(=O)(=O)C=1C=C(C=CC1)NC(C1=C(N=C(C=C1)N[C@H]1COC[C@@H]1O)N1CCC2(CC2)CC1)=O